5-(3-(3-(2,2-dimethylcyclopropyl)prop-1-ynyl)phenoxy)-1H-1,2,3-triazole-4-carboxylic acid CC1(C(C1)CC#CC=1C=C(OC2=C(N=NN2)C(=O)O)C=CC1)C